7-Fluoroquinazoline-4-ol FC1=CC=C2C(=NC=NC2=C1)O